C1(=CC=CC2=CC=CC=C12)N(C1=CC=CC=C1)C=1C(=C(C=CC1)C=1C(=CC=CC1)C=1C(=CC=CC1)C1=CC=CC=C1)N(C1=CC=CC2=CC=CC=C12)C1=CC=CC=C1 bis-(N-(1-naphthyl)-N-phenyl-amino)-quaterphenyl